Cl.F[C@@H]1[C@@H]2CC[C@H](C[C@@H]1NC(OCC1=CC=CC=C1)=O)N2 |r| rac-Benzyl N-[(1S,2R,3S,5R)-2-fluoro-8-azabicyclo[3.2.1]octan-3-yl]carbamate hydrochloride